FC1=C(C=C(C=C1)F)N1C=NC(=C1)C=1C(=C(C(=CC1)O)N1CC(NS1(=O)=O)=O)F 5-(3-(1-(2,5-difluorophenyl)-1H-imidazol-4-yl)-2-fluoro-6-hydroxyphenyl)-1,2,5-thiadiazolidin-3-one 1,1-dioxide